tert-butyl N-(3-bromo-2-fluoropyridin-4-yl)carbamate BrC=1C(=NC=CC1NC(OC(C)(C)C)=O)F